(3aS,6aS)-3a-(3-boronopropyl)hexahydropyrrolo[3,4-b]pyrrole B(O)(O)CCC[C@]12[C@H](NCC1)CNC2